(3E)-1-iodo-6,6-diethoxy-3-hexene ICC\C=C\CC(OCC)OCC